N1(CCCC2=CC=CC=C12)S(=O)(=O)C=1C=C(C(=O)N2CCCC=3C(=CC=CC23)C(=O)N)C=CC1 1-(3-((3,4-dihydroquinolin-1(2H)-yl)sulfonyl)benzoyl)-1,2,3,4-tetrahydroquinoline-5-carboxamide